[Cl-].[Cl-].C1(=CC=C(C=C1)C(=[Zr+2](C1=C(C=CC=2C3=CC=C(C=C3CC12)C(C)(C)C)C(C)(C)C)C1C=CC=C1)C1=CC=C(C=C1)C)C di(p-tolyl)methylene(cyclopentadienyl)(2,7-di-t-butylfluorenyl)zirconium dichloride